C1(=CCCCC1)C1=CC=C(C=C1)CN(C(=O)C1CNCC(C1)C1=CC=CC=C1)C1CC1 3-({[4-(cyclohex-1-en-1-yl)phenyl]methyl}(cyclopropyl)carbamoyl)-5-phenylpiperidin